C(=O)OC1(CN(C1)CC1=C(C=C(C=C1C(C)C)C1CN(C1)C1=C(C=CC=C1Cl)Cl)C(C)C)C 1-(4-(1-(2,6-dichlorophenyl)azetidin-3-yl)-2,6-diisopropylbenzyl)-3-methylazetidin-3-ol formate